C(C)(C)(C)OC(C1=C(C(=CC=C1)N(CC=O)CC)[N+](=O)[O-])=O (ethyl-(2-oxoethyl)amino)-2-nitrobenzoic acid tert-butyl ester